O[C@H](CC(=O)N[C@@H](C)C1=CC(=CC=C1)OCC(F)(F)F)C(C)C (R)-3-hydroxy-4-methyl-N-((S)-1-(3-(2,2,2-trifluoroethoxy)phenyl)ethyl)pentanamide